C(#N)C1=CC=C(C(=O)NC2(CCC2)C2=CC=C(C=C2)C=2C=CC(=NC2)C(=O)O)C=C1 5-(4-(1-(4-cyanobenzamido)cyclobutyl)phenyl)picolinic acid